C(CC)OC(=O)N1C(CCCC1)=O N-propoxycarbonyl-piperidone